((S)-2-amino-3-(4-(benzyloxy)phenyl)propionyl)-L-leucine benzyl ester hydrochloride Cl.C(C1=CC=CC=C1)OC([C@@H](NC([C@H](CC1=CC=C(C=C1)OCC1=CC=CC=C1)N)=O)CC(C)C)=O